N-(3-(4-(5-(aminomethyl)thiazol-2-yl)phenoxy)propyl)-2,2,2-trifluoro-N-methylacetamide hydrochloride Cl.NCC1=CN=C(S1)C1=CC=C(OCCCN(C(C(F)(F)F)=O)C)C=C1